NC=1C=C(C(=NC1)C#N)Cl 5-amino-3-chloropyridinecarbonitrile